2,5-dibromothiophene-3,4-diamine BrC=1SC(=C(C1N)N)Br